FC(C1=CC=C(C=N1)[C@@H](C)NC(C1=CC(=CC(=C1)OC1COC1)C=1SC(=CN1)C)=O)F N-{(1R)-1-[6-(difluoromethyl)pyridin-3-yl]ethyl}-3-(5-methyl-1,3-thiazol-2-yl)-5-(oxetan-3-yloxy)benzamide